FC(C1=NC=2C=3C=CC=CC3OC2C(=N1)N1C(CCC1)C(=O)O)(F)F 1-[4-(trifluoromethyl)-8-oxa-3,5-diazatricyclo[7.4.0.02,7]trideca-1(9),2(7),3,5,10,12-hexaen-6-yl]pyrrolidine-2-carboxylic acid